(E)-3-(1-(3-oxobut-1-en-1-yl)cyclopropyl)pyrimidin-4(3H)-one O=C(/C=C/C1(CC1)N1C=NC=CC1=O)C